3-[n-butoxy (methyl) phosphoryl]-1-cyanopropyl acetate C(C)(=O)OC(CCP(=O)(C)OCCCC)C#N